Cl.Cl.Cl.N1CC(C1)N1CCC(CC1)S(=O)(=O)N(CC1=NC=C(C=C1)C=1OC(=NN1)C(F)F)C1=CC(=CC=C1)Cl 1-(azetidin-3-yl)-N-(3-chlorophenyl)-N-((5-(5-(difluoromethyl)-1,3,4-oxadiazol-2-yl)pyridin-2-yl)methyl)piperidine-4-sulfonamide trihydrochloride